C1(CC1)/C(=C/C(=O)OCC)/N1CCCC1 (Z)-ethyl 3-cyclopropyl-3-(pyrrolidin-1-yl)acrylate